N-(2-[4-[3-amino-6-(2-hydroxyphenyl)pyridazin-4-yl]piperazin-1-yl]ethyl)-9-[[2-(2,6-dioxopiperidin-3-yl)-1,3-dioxoisoindol-4-yl]amino]nonanamide NC=1N=NC(=CC1N1CCN(CC1)CCNC(CCCCCCCCNC1=C2C(N(C(C2=CC=C1)=O)C1C(NC(CC1)=O)=O)=O)=O)C1=C(C=CC=C1)O